N-((1R,5S,8S)-3-(5-(6-chloro-4-(((R)-1-cyanoethyl)amino)pyridin-3-yl)-1,3,4-thiadiazol-2-yl)-3-azabicyclo[3.2.1]oct-8-yl)acetamide potassium metabisulfite S(=O)(=O)([O-])S(=O)[O-].[K+].ClC1=CC(=C(C=N1)C1=NN=C(S1)N1C[C@H]2CC[C@@H](C1)C2NC(C)=O)N[C@H](C)C#N.[K+]